2-chloro-3-(cyclopropylsulfinyl)-4-(methylsulfonyl)benzoic acid ClC1=C(C(=O)O)C=CC(=C1S(=O)C1CC1)S(=O)(=O)C